FC(C1=C(C=CC=C1)C=1N(C2=CC=CC=C2C1)C1OC(C2=CC=CC=C12)=O)(F)F 3-(2-(2-(trifluoromethyl)phenyl)-1H-indol-1-yl)isobenzofuran-1(3H)-one